2-((7-methyl-5-(methylsulfonyl)-1-tosyl-1H-indol-4-yl)methyl)-2H-pyrazolo[3,4-b]pyridine-6-carbonitrile CC=1C=C(C(=C2C=CN(C12)S(=O)(=O)C1=CC=C(C)C=C1)CN1N=C2N=C(C=CC2=C1)C#N)S(=O)(=O)C